hexahydrocyclopenta[c]furan C1OCC2C1CCC2